NC1=C(C=C(C(=N1)N1C=C(C(C2=CC(=C(C(=C12)Cl)N1CC(C1)O)F)=O)C(=O)[O-])F)F 1-(6-amino-3,5-difluoro-2-pyridinyl)-8-chloro-6-fluoro-1,4-dihydro-7-(3-hydroxyazetidin-1-yl)-4-oxo-3-quinolinecarboxylate